(2R)-2-[(Benzylmethoxy)methyl]-4-hydroxypyrrolidine-1-carboxylic acid tert-butyl ester C(C)(C)(C)OC(=O)N1[C@H](CC(C1)O)COCCC1=CC=CC=C1